[Cl-].C(C)C1=C(C=CC=C1)C[NH3+] ethyl-benzenemethanaminium chloride